BrC=1C=C2C(=C(/C(/C2=CC1)=C/C1=CC=C(C=C1)COC1=CC=C(C=C1)F)C)CC(=O)O (Z)-2-(5-bromo-1-(4-((4-fluorophenoxy)methyl)benzylidene)-2-methyl-1H-inden-3-yl)acetic acid